ClC=1C=C(C=C(C1)C=1N(N=C2[C@@H](N(CCC21)C(C2=C(C(=CC=C2)OC)Cl)=O)C)C)CC(=O)OC methyl 2-[3-chloro-5-[(7S)-6-(2-chloro-3-methoxy-benzoyl)-2,7-dimethyl-5,7-dihydro-4H-pyrazolo[3,4-c]pyridine-3-yl]phenyl]acetate